(2R,4S)-4-(1,1-difluoroethyl)-2-(2-fluorophenyl)-N-((S,E)-4-(methylsulfonyl)but-3-en-2-yl)piperidine-1-carboxamide FC(C)(F)[C@@H]1C[C@@H](N(CC1)C(=O)N[C@@H](C)\C=C\S(=O)(=O)C)C1=C(C=CC=C1)F